6-(3,5-difluoro-4-(4-isobutylpiperazin-1-yl)phenyl)-1,4-dimethyl-2-(4-(methylsulfonyl)phenyl)-1H-pyrrolo[3,2-c]pyridine FC=1C=C(C=C(C1N1CCN(CC1)CC(C)C)F)C1=CC2=C(C(=N1)C)C=C(N2C)C2=CC=C(C=C2)S(=O)(=O)C